sodium methyl anthracenedisulfonate C=1(C(=CC=C2C=C3C=CC=CC3=CC12)S(=O)(=O)[O-])S(=O)(=O)OC.[Na+]